(R)-N-(3-(3,5-dimethylisoxazol-4-yl)-4-(piperidin-3-yloxy)phenyl)-1-fluorocyclopropane-1-carboxamide CC1=NOC(=C1C=1C=C(C=CC1O[C@H]1CNCCC1)NC(=O)C1(CC1)F)C